Methyl (R)-4-((2S,3S)-2-allyl-5-oxotetrahydrofuran-3-yl)-4-((4-methoxyphenyl)amino)butanoate C(C=C)[C@@H]1OC(C[C@H]1[C@@H](CCC(=O)OC)NC1=CC=C(C=C1)OC)=O